N[C@H](C(=O)N1CC2(CC2)CC1C(=O)NC(C1=CN=CC2=CC=CC=C12)C#N)C(C)(C)C 5-((S)-2-amino-3,3-dimethylbutyryl)-N-(cyano(isoquinolin-4-yl)methyl)-5-azaspiro[2.4]heptane-6-carboxamide